C(C1=CC=CC=C1)SC1=CC=C(OC[C@H](CC2=CC=CC=C2)NC(C2=CC=C(C=C2)F)=O)C=C1 (S)-N-(1-(4-(benzylthio)phenoxy)-3-phenylpropan-2-yl)-4-fluorobenzamide